N-[2-[(4-bromo-2-fluoro-6-methyl-phenyl)sulfonylamino]-4-fluoro-3-methyl-phenyl]carbamic acid tert-butyl ester C(C)(C)(C)OC(NC1=C(C(=C(C=C1)F)C)NS(=O)(=O)C1=C(C=C(C=C1C)Br)F)=O